CCCCC(CCC)(Br)Br 5-Dibromooctane